2-(2-((2,5-Bis(trifluoromethyl)pyrazolo[1,5-a]pyrimidin-7-yl)amino)-1-(4-fluorophenyl)ethyl)-2,6-diazaspiro[3.4]octan-7-one FC(C1=NN2C(N=C(C=C2NCC(C2=CC=C(C=C2)F)N2CC3(C2)CNC(C3)=O)C(F)(F)F)=C1)(F)F